Cl.C(#N)CC(=O)N1C[C@@H]([C@@H](CC1)C)N(C=1C2=C(N=CN1)N(C=C2)C(=S)N[C@@H](CCCCN)C(=O)OC)C methyl (4-(((3R,4R)-1-(2-cyanoacetyl)-4-methylpiperidin-3-yl) (methyl) amino)-7H-pyrrolo[2,3-d]pyrimidine-7-carbonothioyl)-L-lysinate hydrochloride